4-({4-[4-(acryloyloxy)butoxy]-2-methylbenzoyl}oxy)-3-methylphenyl 4-[4-(acryloyl-oxy)butoxy]-2,5-dimethylbenzoate C(C=C)(=O)OCCCCOC1=CC(=C(C(=O)OC2=CC(=C(C=C2)OC(C2=C(C=C(C=C2)OCCCCOC(C=C)=O)C)=O)C)C=C1C)C